2-(4-hydroxyphenyl)-2-(4-methoxyphenyl)acetonitrile OC1=CC=C(C=C1)C(C#N)C1=CC=C(C=C1)OC